ClC1=NC=C(C(=N1)NCC1=CC=C(C=C1)N1N=C2C(CN(CC2)C(=O)OC(C)(C)C)=C1C)[N+](=O)[O-] tert-butyl 2-(4-[[(2-chloro-5-nitropyrimidin-4-yl)amino]methyl]phenyl)-3-methyl-4H,6H,7H-pyrazolo[4,3-c]pyridine-5-carboxylate